C(#N)C=1C=CC(=C2C=CNC12)N1C[C@@H](CCC1)NC(=O)C=1N=C(OC1)C (R)-N-(1-(7-cyano-1H-indol-4-yl)piperidin-3-yl)-2-methyloxazole-4-carboxamide